C(C)(=O)C1=NN(C2=CC=C(C=C12)C=1C=NC(=NC1)C)CC(=O)N1[C@@H](C[C@H](C1)F)C(=O)NC1=CC=CC(=N1)C(=O)N(C)C 6-((2S,4R)-1-(2-(3-acetyl-5-(2-methylpyrimidin-5-yl)-1H-indazol-1-yl)acetyl)-4-fluoropyrrolidine-2-carboxamido)-N,N-dimethylpyridinamide